Butylenglycol Caprylat C(CCCCCCC)(=O)OCCCCO